[I-].C[N+]1=CSC(=C1C)C 3,4,5-trimethylthiazolium iodide